N-[1-[6-(2,4-dioxo-1H-pyrimidin-5-yl)imidazo[1,2-b]pyridazin-8-yl]-4,4-difluoro-pyrrolidin-3-yl]-5-(trifluoromethyl)pyridine-2-carboxamide O=C1NC=C(C(N1)=O)C=1C=C(C=2N(N1)C=CN2)N2CC(C(C2)(F)F)NC(=O)C2=NC=C(C=C2)C(F)(F)F